C(=O)=C(CCCCCNCCCN(CCCCCC(=O)[O-])CCCCCC(=O)OCCCCCCCCCCCCCCCCCCCCCCCC)OCCCCCCCCCCCCCC tetracosyl 6,6'-((3-((6-carbonyl-6-(tetradecyloxy)hexyl)amino)propyl)azanediyl)dihexanoate